BrC=1C=C(C=CC1)CC(C#N)O[Si](C)(C)C 3-(3-bromophenyl)-2-((trimethylsilyl)oxy)propanenitrile